C12(CC3CC(CC(C1)C3)C2)NCCC2=CC=C(CNC3=C1CN(C(C1=CC=C3)=O)C3C(NC(CC3)=O)=O)C=C2 3-(4-((4-(2-((adamantan-1-yl)amino)ethyl)benzyl)amino)-1-oxoisoindolin-2-yl)piperidine-2,6-dione